hexyl methylbenzenesulfonate CC1=C(C=CC=C1)S(=O)(=O)OCCCCCC